(R)-9-[2-(diethoxyphosphonomethoxy)propyl]adenine C(C)OOP(=O)(OOCC)CO[C@@H](CN1C2=NC=NC(=C2N=C1)N)C